[Cl-].[Cl-].[Cl-].C(CCCCC)=N hexaanimine trichloride